ClC1=C(C=CC=C1)[C@@H]([C@@H](C)C=1N(C(C(=C(N1)C(=O)NC=1C=NOC1)O)=O)C)N1N=CC=C1 2-((1R,2R)-1-(2-chlorophenyl)-1-(1H-pyrazol-1-yl)propan-2-yl)-5-hydroxy-N-(isoxazol-4-yl)-1-methyl-6-oxo-1,6-dihydropyrimidine-4-carboxamide